Cl.Cl.ClC=1N=C(C2=C(N1)C(=CS2)C)NCC=2SC=CC2F 2-chloro-N-[(3-fluorothiophen-2-yl)methyl]-7-methylthieno[3,2-d]pyrimidin-4-amine dihydrochloride